C(CCC)(=O)OC(CC)C1CCCCC1 1-cyclohexyl-1-propyl n-butyrate